(R)-N-(4-fluoro-2-methoxy-5-nitrophenyl)-6-(3-phenylisoxazolidin-2-yl)pyrimidin-4-amine FC1=CC(=C(C=C1[N+](=O)[O-])NC1=NC=NC(=C1)N1OCC[C@@H]1C1=CC=CC=C1)OC